CN(C(=O)C1N(CC(C2=C1C(=CS2)CCOC2OCCCC2)O)C(=O)OC(C)(C)C)C tert-butyl 4-(dimethylcarbamoyl)-7-hydroxy-3-(2-tetrahydropyran-2-yloxyethyl)-6,7-dihydro-4H-thieno[3,2-c]pyridine-5-carboxylate